CC1(OB(OC1(C)C)C=1COC2(CCC2)C1)C 4,4,5,5-tetramethyl-2-{5-oxaspiro[3.4]oct-7-en-7-yl}-1,3,2-dioxaborolane